((1S,2S)-1-(7-chloro-1,1-dioxo-3,4-dihydro-2H-benzo[e][1,2]thiazin-2-yl)-2-(6-fluoro-2,3-dimethylphenyl)propyl)-1,3,4-oxadiazol-2(3H)-one ClC1=CC2=C(CCN(S2(=O)=O)[C@@H]([C@@H](C)C2=C(C(=CC=C2F)C)C)N2C(OC=N2)=O)C=C1